(R)-4-((6'-Chloro-5-((1-methylpiperidin-4-yl)oxy)-[2,3'-bipyridin]-4'-yl)amino)butan-2-ol ClC1=CC(=C(C=N1)C1=NC=C(C=C1)OC1CCN(CC1)C)NCC[C@@H](C)O